O=C(CCCCCCCC(C(C(=O)O)(O[Si](C1=CC=CC=C1)(C1=CC=CC=C1)C(C)(C)C)CCCCCCCC(=O)SC(CCCCCC)CCCCCCCC)CC(=O)O)SC(CCCCCC)CCCCCCCC.C1(=CC=CC=C1)C([C@H](N)C(=O)O)O 3-phenyl-serine bis(8-oxo-8-(pentadecan-7-ylthio)octyl)2-((tert-butyldiphenylsilyl)oxy)pentanedioate